B(O)(O)O hydrogen boric acid